C(C)(C)(C)NC(=O)C=1SC=C(C1NC(CN(C)C)=O)C N-(tert-butyl)-3-(2-(dimethylamino)acetamido)-4-methylthiophene-2-carboxamide